C(C)(C)(C)OC(=O)N1C(CCC(CC1)=O)Br bromo-5-oxoazepane-1-carboxylic acid tert-butyl ester